(+)-3-hydroxy-N-methyl-morphinan OC=1C=CC=2C[C@@H]3[C@@H]4CCCC[C@@]4(C2C1)CCN3C